BrC1C2(C3=CC=CC=C3C1=O)CCCCC2 bromospiro[cyclohexane-1,1'-indene]-3'(2'H)-one